C(C)(C)(C)C1=NCCC2=C(C=C(C=C12)C1=CC=C(C=C1)C(F)(F)F)N1CCN(CC1)C tert-Butyl-5-(4-methylpiperazin-1-yl)-7-(4-(trifluoromethyl)phenyl)-3,4-dihydroisoquinoline